1-benzyl-3-(4-chlorophenyl)-1H-2,1-benzothiazin-4(3H)-one 2,2-dioxide C(C1=CC=CC=C1)N1S(C(C(C2=C1C=CC=C2)=O)C2=CC=C(C=C2)Cl)(=O)=O